C(CCCCCCCCCCC)C(C(N)(CCCCCCCCCCCC)CCCCCCCCCCCC)N (E)-tris(dodecyl)ethane-1,2-diamine